tert-Butyl-(1R,5S)-3-(5,5-dimethyl-6-oxo-6,7-dihydro-5H-pyrrolo[2,3-d]pyrimidin-4-yl)-3,8-diazabicyclo[3.2.1]octane C(C)(C)(C)[C@@]12CN(C[C@H](CC1)N2)C=2C1=C(N=CN2)NC(C1(C)C)=O